3-[6-fluoro-5-[4-[(4-fluoro-4-piperidyl)methyl]piperazin-1-yl]-1-oxo-isoindolin-2-yl]piperidine-2,6-dione FC1=C(C=C2CN(C(C2=C1)=O)C1C(NC(CC1)=O)=O)N1CCN(CC1)CC1(CCNCC1)F